C(#N)C=1C=NC(=NC1)N[C@@H]1CN(C[C@H]1OCC1=CC=C(C=C1)C(F)(F)F)C(=O)OC(C)(C)C tert-butyl (3R,4R)-3-(5-cyanopyrimidin-2-ylamino)-4-(4-(trifluoromethyl)benzyloxy)pyrrolidine-1-carboxylate